NC1=C2C(=C3C(=N1)C(=C(N3)C(=O)N([C@@H]3COCC1=CC(=CC=C31)C(F)(F)F)C)C#N)COC2 (S)-5-amino-3-cyano-N-methyl-N-(7-(trifluoromethyl)isochroman-4-yl)-6,8-dihydro-1H-furo[3,4-d]pyrrolo[3,2-b]pyridine-2-carboxamide